C(C1=CC=CC=C1)C=1C(=NC2=CC=C(C=C2C1)N1C(C2=CC=CC=C2C1=O)=O)Cl 2-(3-benzyl-2-chloro-quinolin-6-yl)isoindole-1,3-dione